isopropyl 3-[2-(dimethyl-amino)ethyl]-5-methoxy-indole-1-carboxylate CN(CCC1=CN(C2=CC=C(C=C12)OC)C(=O)OC(C)C)C